NC(C1=CC=C(C=C1)C1=CC=CC=C1)N 4'-diaminomethylbiphenyl